4-cyano-4-[(dodecylthiocarbonyl)thiocarbonyl]pentanoic acid C(#N)C(CCC(=O)O)(C)C(=S)C(=S)CCCCCCCCCCCC